O1C=C(C2=C1C=CC=C2)C[C@H](NC(CC=2C=C1C(C3(CCN1C2)CCCCC3)=O)=O)B(O)O (R)-(2-(benzofuran-3-yl)-1-(2-(8'-oxo-5',6'-dihydro-8'H-spiro[cyclohexane-1,7'-indolizin]-2'-yl)acetamido)ethyl)boronic acid